(2-ethylamino)-4-[5-(trifluoromethyl)-1,2,4-oxadiazol-3-yl]benzamide hydrochloride Cl.CCNC1=C(C(=O)N)C=CC(=C1)C1=NOC(=N1)C(F)(F)F